CNC(=N)N N-methylguanidine